ethyl (2-(3-(1-(2-(((S)-1-ethoxy-3-methyl-1-oxobutan-2-yl)amino)-2-oxoethyl)-5-(pentan-3-ylcarbamoyl)-1H-pyrazol-3-yl)phenyl)oxazole-5-carbonyl)-L-valinate C(C)OC([C@H](C(C)C)NC(CN1N=C(C=C1C(NC(CC)CC)=O)C=1C=C(C=CC1)C=1OC(=CN1)C(=O)N[C@@H](C(C)C)C(=O)OCC)=O)=O